COC=1C=C(C=CC1OC)C=1N=C2N(C(C1)=O)C=C(C=C2C)N2CCNCC2 2-(3,4-dimethoxyphenyl)-9-methyl-7-(piperazin-1-yl)-4H-pyrido[1,2-a]pyrimidin-4-one